ClC1=CC2=C(C(CN(CC2)C)C2=CC=CC=C2)C=C1O 7-chloro-3-methyl-1-phenyl-1,2,4,5-tetrahydro-3-benzazepine-8-ol